tert-butyl (3S,5S)-3-fluoro-5-((methylsulfonyl)oxy)piperidine-1-carboxylate F[C@@H]1CN(C[C@H](C1)OS(=O)(=O)C)C(=O)OC(C)(C)C